N1=CNC2=NC=CC(=C21)C=2C=NN(C2)C2=CC=C(C=N2)C(C(=O)NCC(F)(F)F)O 2-(6-(4-(3H-imidazo[4,5-b]pyridin-7-yl)-1H-pyrazol-1-yl)pyridin-3-yl)-N-(2,2,2-trifluoroethyl)-2-hydroxyacetamide